3-(5-methyl-1,3-thiazol-2-yl)-5-[(2S)-tetrahydrofuran-2-ylmethoxy]benzoic acid methyl ester COC(C1=CC(=CC(=C1)OC[C@H]1OCCC1)C=1SC(=CN1)C)=O